COC(CCC(N1C(C2=CC=CC(=C2C1)OCC1COC2=CC=CC=C2C1)=O)C(N)=O)=O 4-carbamoyl-4-[4-(chroman-3-ylmethoxy)-1-oxo-1,3-dihydro-isoindol-2-yl]-butyric acid methyl ester